4-(2-(2,6-dioxopiperidin-3-yl)-1,3-dioxoisoindolin-4-yl)butanal O=C1NC(CCC1N1C(C2=CC=CC(=C2C1=O)CCCC=O)=O)=O